O1C=C(C=C1)C(=O)NC=1C=C2C(=CNC2=CC1)C=1CCN(CC1)C(CC)CC 5-(3-furoyl)amino-3-(1-(3-pentyl)-1,2,3,6-tetrahydropyridin-4-yl)-1H-indole